hydroxy-4-(methylthio)butanoic acid OC(C(=O)O)CCSC